2-(3,7-dimethylocta-2,6-dien-1-yl)-5-pentyl-4-(pyrazin-2-yl)benzene-1,3-diol CC(=CCC1=C(C=C(C(=C1O)C1=NC=CN=C1)CCCCC)O)CCC=C(C)C